5-amino-N-(2-methyl-2H-indazol-5-yl)-2-(1-methylpiperidin-4-yl)thiazole-4-carboxamide (2S,3S)-Ethyl-3-aminobicyclo[2.2.2]octane-2-carboxylate hydrochloride Cl.C(C)OC(=O)[C@H]1C2CCC([C@@H]1N)CC2.NC2=C(N=C(S2)C2CCN(CC2)C)C(=O)NC2=CC1=CN(N=C1C=C2)C